(R)-N-(4-(4-(2-methoxyethyl)-2-methylpiperazin-1-yl)pyridin-2-yl)-5-(5-methyl-1H-pyrazol-4-yl)thiazolo[5,4-b]pyridin-2-amine COCCN1C[C@H](N(CC1)C1=CC(=NC=C1)NC=1SC2=NC(=CC=C2N1)C=1C=NNC1C)C